12-((2-(2,6-dioxopiperidin-3-yl)-1,3-dioxoisoindolin-4-yl)thio)dodecanoic acid O=C1NC(CCC1N1C(C2=CC=CC(=C2C1=O)SCCCCCCCCCCCC(=O)O)=O)=O